ClC1=C2C(=C(N=N1)N[C@H]1CN(CCC1)C)N=CC(=C2)C (R)-5-chloro-3-methyl-N-(1-methylpiperidine-3-yl)pyrido[2,3-d]pyridazin-8-amine